C(C=C)(=O)OCCOCCOCCOC1=CC=CC=C1 triethylene glycol phenyl ether acrylate